5-(azidomethyl)-N-hydroxy-2-methylthiophene-3-carboxamidine N(=[N+]=[N-])CC1=CC(=C(S1)C)C(=N)NO